2-chloro-4-((1-(3-nitro-5-(trifluoromethyl)phenyl)ethyl)amino)quinazoline ClC1=NC2=CC=CC=C2C(=N1)NC(C)C1=CC(=CC(=C1)C(F)(F)F)[N+](=O)[O-]